4,4,5,5-tetramethyl-2-[3-(trifluoromethyl)-1-bicyclo[1.1.1]pentanyl]-1,3,2-dioxaborolane CC1(OB(OC1(C)C)C12CC(C1)(C2)C(F)(F)F)C